C(#N)[C@H](C[C@H]1C(NCC1)=O)NC([C@H](CC(C)(C)C)NC(=O)C=1NC2=CC(=C(C(=C2C1)OC)C(F)(F)F)C(F)(F)F)=O N-[(2S)-1-({(1S)-1-cyano-2-[(3S)-2-oxopyrrolidin-3-yl]ethyl}amino)-4,4-dimethyl-1-oxopentan-2-yl]-4-methoxy-5,6-bis(trifluoromethyl)-1H-indole-2-carboxamide